Dodeca-ethylene glycol C(COCCOCCOCCOCCOCCOCCOCCOCCOCCOCCOCCO)O